(S)-7-methyl-2-((7-methylcinnolin-6-yl)amino)-9-(tetrahydrofuran-3-yl)-7,9-dihydro-8H-purin-8-one CN1C(N(C2=NC(=NC=C12)NC=1C=C2C=CN=NC2=CC1C)[C@@H]1COCC1)=O